N-{[4-fluoro-5-(tetrahydropyran-4-yl)-1H-benzimidazol-2-yl](4-methylcyclohexyl)-methyl}-3-methylisoxazole-4-carboxamide FC1=C(C=CC=2NC(=NC21)C(NC(=O)C=2C(=NOC2)C)C2CCC(CC2)C)C2CCOCC2